FC=1C=C2C=NNC2=CC1C1CCN(CC1)C(=O)OC(C)(C)C tert-butyl 4-(5-fluoro-1H-indazol-6-yl)piperidine-1-carboxylate